N1(CCNCC1)C(=O)OC=1C=NC(=CC1)NC=1N=CC2=C(N1)N(C(=C2)C(NC2=CC(=CC=C2)Cl)=O)C2CCCC2 (6-((6-((3-chlorophenyl) carbamoyl)-7-cyclopentyl-7H-pyrrolo[2,3-d]pyrimidin-2-yl) amino) pyridin-3-yl) piperazine-1-carboxylate